FC1=CC=C2C=C(C=C(C2=C1SC(F)(F)F)B1OC(C(O1)(C)C)(C)C)OCOC 2-(7-fluoro-3-(methoxymethoxy)-8-((trifluoromethyl)thio)naphthalen-1-yl)-4,4,5,5-tetramethyl-1,3,2-dioxaborolane